2-[(aminopropyl)amino]ethanethiol NCCCNCCS